N-(5-cyano-6-(difluoromethoxy)pyridin-3-yl)-2-fluoro-8-methyl-8-(1-methyl-1H-pyrazol-3-yl)-7,8-dihydro-6H-cyclopenta[e]pyrazolo[1,5-a]pyrimidine-6-carboxamide C(#N)C=1C=C(C=NC1OC(F)F)NC(=O)C1CC(C2=C1C=NC=1N2N=C(C1)F)(C1=NN(C=C1)C)C